2-{3-[(3r,4r)-3-methoxy-4-(methylamino)pyrrolidin-1-yl]-1,2,4-triazin-6-yl}-5-(1H-pyrazol-4-yl)phenol dihydrochloride Cl.Cl.CO[C@@H]1CN(C[C@H]1NC)C=1N=NC(=CN1)C1=C(C=C(C=C1)C=1C=NNC1)O